C1(=CC=CC=C1)[C@@H]1CCCC=2N1C1=C(N2)C=CC(=C1)C=1C=NC(=NC1)C(C)(C)O (S)-2-(5-(1-phenyl-1,2,3,4-tetrahydrobenzo[4,5]imidazo[1,2-a]pyridin-8-yl)pyrimidin-2-yl)propan-2-ol